N1=C(C=CC=C1)N(C(O)=O)C.C(C)(=O)C=1C2=C(C(=NC1)N)C(=NN2[C@H]2C[C@@H](N(C2)C(C=C)=O)COC)C#CC2=C(C(=CC(=C2)OC)OC)F 1-((2R,4S)-4-(7-acetyl-4-amino-3-((2-fluoro-3,5-dimethoxyphenyl)ethynyl)-1H-pyrazolo[4,3-c]pyridin-1-yl)-2-(methoxymethyl)pyrrolidin-1-yl)prop-2-en-1-one pyridin-2-yl(methyl)carbamate